methyl 2-[[4-[3-[(4-cyano-2-fluoro-phenyl)methoxy]pyrazol-1-yl]-1-piperidyl]methyl]-3-[(3-ethylimidazol-4-yl)methyl]benzimidazole-5-carboxylate C(#N)C1=CC(=C(C=C1)COC1=NN(C=C1)C1CCN(CC1)CC=1N(C2=C(N1)C=CC(=C2)C(=O)OC)CC=2N(C=NC2)CC)F